ClC=1C=C(C=NC1)CNC1=NC(=NC2=CC=C(C=C12)C=1C=CC(N(C1)C)=O)C=1C=NN(C1)CCO 5-(4-(((5-chloropyridin-3-yl)methyl)amino)-2-(1-(2-hydroxyethyl)-1H-pyrazol-4-yl)quinazolin-6-yl)-1-methylpyridin-2(1H)-one